The molecule is a hydroxamic acid obtained by formal condensation of the carboxy group of (2E)-3-[4-({[2-(2-methylindol-3-yl)ethyl]amino}methyl)phenyl]prop-2-enoic acid with the amino group of hydroxylamine. A histone deacetylase inhibitor used (as its lactate salt) in combination with bortezomib and dexamethasone for the treatment of multiple myeloma. It has a role as an EC 3.5.1.98 (histone deacetylase) inhibitor, an antineoplastic agent and an angiogenesis modulating agent. It is a hydroxamic acid, a member of cinnamamides, a secondary amino compound and a methylindole. It is a conjugate base of a panobinostat(1+). CC1=C(C2=CC=CC=C2N1)CCNCC3=CC=C(C=C3)/C=C/C(=O)NO